COC(CNC(=O)C1=NC=C(C=C1OCC)C1=CC(=CC=C1)Cl)=O N-(5-(3-chlorophenyl)-3-ethoxypyridine-2-carbonyl)glycine methyl ester